C(C)CCCC(=O)Cl Ethylbutyrylchloride